FC1=C(C=CC2=C1OC1=C2C=CC(=C1F)OC(F)(F)F)C1(CCC(CC1)CCC)O 1-(4,6-difluoro-7-trifluoromethoxy-dibenzofuran-3-yl)-4-propyl-cyclohexanol